2,4-dichloro-5-[(2,2-dimethylpyrrolidin-1-yl)methyl]pyrimidine ClC1=NC=C(C(=N1)Cl)CN1C(CCC1)(C)C